[Ca].C(C(O)CC(=O)O)(=O)O DL-malic acid Calcium